rac-N-[(3,5-difluoropyridin-2-yl)methyl]-2-[3-(methoxymethyl)[1,4'-bipiperidine]-1'-yl]-1,3-thiazole-5-carboxamide FC=1C(=NC=C(C1)F)CNC(=O)C1=CN=C(S1)N1CCC(CC1)N1C[C@@H](CCC1)COC |r|